(2R,5S,8aS)-N-benzyl-5-(4-hydroxybenzyl)-2-(hydroxymethyl)-7-(naphthalen-1-ylmethyl)-3,6-dioxohexahydroimidazo[1,2-a]pyrazine-1(5H)-carboxamide C(C1=CC=CC=C1)NC(=O)N1[C@@H](C(N2[C@@H]1CN(C([C@@H]2CC2=CC=C(C=C2)O)=O)CC2=CC=CC1=CC=CC=C21)=O)CO